PHENETHYL SENECIOATE C(C=C(C)C)(=O)OCCC1=CC=CC=C1